COCOC1=CC(=C(C(=C1)B1OC(C(O1)(C)C)(C)C)/C=C/CCCOC1CN(CCCC1)C(=O)OC(C)(C)C)C tert-butyl 3-{[(4E)-5-[4-(methoxymethoxy)-2-methyl-6-(4,4,5,5-tetramethyl-1,3,2-dioxaborolan-2-yl)phenyl]pent-4-en-1-yl]oxy}azepane-1-carboxylate